CC=1C=CC(=C2C(=CC(=NC12)C=1OC2=C(C1C)C=CC=C2)C(=O)O)O[C@@H](C)C2=CC=C(C=C2)S(N)(=O)=O 8-methyl-2-(3-methyl-1-benzofuran-2-yl)-5-[(1S)-1-(4-sulfamoylphenyl)ethoxy]quinoline-4-carboxylic acid